Argininate N[C@@H](CCCNC(N)=N)C(=O)[O-]